4-[trans-4-[(4-aminocyclohexyl)amino]-3-[N'-(2-chloro-5-fluoro-phenyl)carbamimidoyl]pyrrolo[1,2-b]pyridazin-6-yl]-3-methyl-benzoic acid N[C@@H]1CC[C@H](CC1)NC=1C=2N(N=CC1C(N)=NC1=C(C=CC(=C1)F)Cl)C=C(C2)C2=C(C=C(C(=O)O)C=C2)C